Dichloro-4,10-dimethyl-3-phenyl-1,4,7,10-tetraazabicyclo[5.5.2]tetradecane Manganese(II) [Mn+2].ClC1(N2CCN(CCN(CCN(C1C1=CC=CC=C1)C)CC2)C)Cl